s-propenyl propyl trisulfide C(CC)SSSC(=C)C